Cl.ClC=1N=NC(=C(C1CN)C)Cl 1-(3,6-dichloro-5-methylpyridazin-4-yl)methylamine monohydrochloride